8-(4-methoxy-phenyl)-1-methyl-9H-pyrido[3,4-b]indole-6-carbonitrile trifluoroacetic acid salt FC(C(=O)O)(F)F.COC1=CC=C(C=C1)C=1C=C(C=C2C3=C(NC12)C(=NC=C3)C)C#N